5-[2-(1,3-dioxoisobenzofuran-5-yl)propan-2-yl]isobenzofuran-1,3-dione O=C1OC(C2=CC(=CC=C12)C(C)(C)C=1C=C2C(OC(C2=CC1)=O)=O)=O